C(C)(C)(C)C1=NC2=C(N1C(=O)C1=CC=CC=C1)C=C(C=C2)I (2-(tert-Butyl)-6-iodo-1H-benzo[d]imidazol-1-yl)(phenyl)methanone